3-(1,2,5,6-Tetrahydropyridin-3-yl)-1-benzofuran-5-carbonitrile N1CC(=CCC1)C1=COC2=C1C=C(C=C2)C#N